ClC1N(CCN1C)C 2-chloro-1,3-dimethyl-4,5-dihydroimidazol